ethyl 6-bromo-5-methylsulfonyl-4-oxo-1-[4-(trifluoromethoxy)phenyl]cinnoline-3-carboxylate BrC=1C(=C2C(C(=NN(C2=CC1)C1=CC=C(C=C1)OC(F)(F)F)C(=O)OCC)=O)S(=O)(=O)C